6-(2-Hydroxy-3,4,5-trimethoxybenzylamino)-9-β-D-arabinofuranosylpurin OC1=C(CNC2=C3N=CN(C3=NC=N2)[C@H]2[C@@H](O)[C@H](O)[C@H](O2)CO)C=C(C(=C1OC)OC)OC